OC1=C(C=CC(=C1)C(C)C)N1N=C2CCN(C[C@@H]3C2=C1CCN3C(C3=CN=C(C(=C3)O)C(F)(F)F)=O)C(C=C)=O |o1:17| (S or R)-1-(2-(2-hydroxy-4-isopropylphenyl)-5-(5-hydroxy-6-(trifluoromethyl)nicotinoyl)-2,3,4,5,5a,6,8,9-octahydro-7H-1,2,5,7-tetraazabenzo[cd]azulen-7-yl)prop-2-en-1-one